4-[4-(1,3-Benzooxazol-2-yl)-4-methoxypiperidin-1-yl]-1-methyl-2-oxo-1,2-dihydroquinoline-3-carbonitrile O1C(=NC2=C1C=CC=C2)C2(CCN(CC2)C2=C(C(N(C1=CC=CC=C21)C)=O)C#N)OC